methyl 2-((5-(2-((4-cyano-2-fluorobenzyl)oxy)pyrimidin-4-yl)-3,4,5,6-tetrahydropyrrolo[3,4-c]pyrrol-2(1H)-yl)methyl)-1-(2-methoxy ethyl)-1H-benzo[d]imidazole-6-carboxylate C(#N)C1=CC(=C(COC2=NC=CC(=N2)N2CC3=C(C2)CN(C3)CC3=NC2=C(N3CCOC)C=C(C=C2)C(=O)OC)C=C1)F